N,N'-bis-[3-(triethoxysilyl)propyl]hexamethylenediamine C(C)O[Si](CCCNCCCCCCNCCC[Si](OCC)(OCC)OCC)(OCC)OCC